N[C@H]1CS(C2=C(N(C1=O)CC1=CC=C(C#N)C=C1)C=C(C(=C2)F)C=2OC(=NN2)C(C)(C)O)(=O)=O 4-[[(3R)-3-amino-8-fluoro-7-[5-(1-hydroxy-1-methyl-ethyl)-1,3,4-oxadiazol-2-yl]-1,1,4-trioxo-2,3-dihydro-1λ6,5-benzothiazepin-5-yl]methyl]benzonitrile